2-(1,3-dioxoisoindol-2-yl)-N-(4-(N-phenethylsulfamoyl)phenyl)acetamide O=C1N(C(C2=CC=CC=C12)=O)CC(=O)NC1=CC=C(C=C1)S(NCCC1=CC=CC=C1)(=O)=O